C1(CC1)C(=O)NC=1C(=C(N=NC1)C(=O)NC)NC1=NN2C(C=CC(=C2)OC2CN(C2)S(=O)(=O)C)=N1 (cyclopropanecarboxamido)-N-methyl-4-((6-((1-(methylsulfonyl)azetidin-3-yl)oxy)-[1,2,4]triazolo[1,5-a]pyridin-2-yl)amino)pyridazine-3-carboxamide